N-((1-fluorocyclobutyl)methyl)-5-(3-((1-methylpiperidin-4-yl)oxy)quinoxalin-6-yl)-7H-pyrrolo[2,3-d]pyrimidin-2-amine FC1(CCC1)CNC=1N=CC2=C(N1)NC=C2C=2C=C1N=C(C=NC1=CC2)OC2CCN(CC2)C